(1r,2'S,4S)-4-(3-chloroanilino)-6'-hydroxy-2'-[(2R)-2-methyl-3-{[(5S)-5-methyl-5,6,7,8-tetrahydroquinolin-4-yl]oxy}propyl]-2',3'-dihydrospiro[cyclohexane-1,1'-indene]-4-carboxylic acid ClC=1C=C(NC2(CCC3([C@H](CC4=CC=C(C=C34)O)C[C@H](COC3=CC=NC=4CCC[C@@H](C34)C)C)CC2)C(=O)O)C=CC1